C(C1=CC=CC=C1)OC1=C2C(=C(N(C2=CC=C1)C1=CC=C(C=C1)F)C(COC)(C)C)I 4-benzyloxy-1-(4-fluorophenyl)-3-iodo-2-(2-methoxy-1,1-dimethyl-ethyl)indole